C(C)(C)(C)OC(=O)N1CCN(CC1)CCCCC(OC1=C(C=C(C=C1)S(=O)(=O)C)C=1C2=C(C(N(C1)C)=O)N(C=C2)S(=O)(=O)C2=CC=C(C=C2)C)C2CC2 tert-butyl-4-[5-cyclopropyl-5-[2-[6-methyl-7-oxo-1-(p-tolylsulfonyl)pyrrolo[2,3-c]pyridin-4-yl]-4-methylsulfonyl-phenoxy]pentyl]piperazine-1-carboxylate